Pyrido[4,3-e]pyrrolo[1,2-a]pyrazine C1=NC=CC=2N=CC=3N(C21)C=CC3